C(C)(C)C1=C(NC2=CN=C(C(=C21)C)N2CCC(CC2)NC2CCOCC2)C=2C=C(C=1N(C2)N=CN1)OC 1-(3-isopropyl-2-(8-methoxy-[1,2,4]triazolo[1,5-a]pyridin-6-yl)-4-methyl-1H-pyrrolo[2,3-c]pyridin-5-yl)-N-(tetrahydro-2H-pyran-4-yl)piperidin-4-amine